OC1=C(C=C(C=C1F)CC1=CC(=C(C(=C1)F)O)F)F bis(4-hydroxy-3,5-difluorophenyl)methane